NC(C)C=1C=C(C=CC1)N1C=CC=2C1=NC=C(C2)C(=O)N2CCCCC2 (1-(3-(1-aminoethyl)phenyl)-1H-pyrrolo[2,3-b]pyridin-5-yl)(piperidin-1-yl)methanone